FC1=C(C(=CC(=C1)F)F)Br 2,4,6-trifluoro-1-bromobenzene